5-Methyl-1-(6-methyl-3-pyridyl)-4-[2-(4-pyridyl)ethynyl]imidazole-2-carboxamide CC1=C(N=C(N1C=1C=NC(=CC1)C)C(=O)N)C#CC1=CC=NC=C1